C1=CC2=C(C=C1O)NC=C2CC(C(=O)[O-])O The molecule is the hydroxy monocarboxylic acid anion that is the conjugate base of 3-(6-hydroxyindol-3-yl)lactic acid. It derives from a lactate. It is a conjugate base of a 3-(6-hydroxyindol-3-yl)lactic acid.